4-cyclopropyloxazole-5-carboxylic acid C1(CC1)C=1N=COC1C(=O)O